ClC1=CC=C(C=C1)C=1N=C2N(C=CC=C2)C1CN1C2CN(C(C1)CC2)C(=O)C2=CC(=CC=C2)OC(F)(F)F (5-{[2-(4-Chlorophenyl)imidazo[1,2-a]pyridin-3-yl]methyl}-2,5-diazabicyclo[2.2.2]oct-2-yl)[3-(trifluoromethoxy)phenyl]methanone